1,2-diheptoyl-sn-glycero-3-phosphorylcholine C(CCCCCC)(=O)OC[C@@H](OC(CCCCCC)=O)COP(=O)(O)OCC[N+](C)(C)C